4-((3-(tert-butoxycarbonyl)phenyl)amino)-6-(2,6-difluorophenyl)pyridazine-3-carboxylate C(C)(C)(C)OC(=O)C=1C=C(C=CC1)NC1=C(N=NC(=C1)C1=C(C=CC=C1F)F)C(=O)[O-]